FC(C(C(C(C(C(C(C(F)(F)F)(F)F)(F)F)(F)F)(F)F)(F)F)(F)F)(CCC=C(C(=O)O)C)F.C(C(=C)C)(=O)OCCC(C(C(C(C(C(C(C(F)(F)F)(F)F)(F)F)(F)F)(F)F)(F)F)(F)F)(F)F 2-(perfluorooctyl)ethyl methacrylate (2-(perfluorooctyl)ethyl methacrylate)